di(n-butyl)magnesium C(CCC)[Mg]CCCC